FC1=C(C=CC=C1[N+](=O)[O-])C1=NN(C=C1C(C)N(C(OC(C)(C)C)=O)C)C tert-butyl (1-(3-(2-fluoro-3-nitrophenyl)-1-methyl-1H-pyrazol-4-yl)ethyl)(methyl)carbamate